Br\C=1\CCCC2=C(\C1\C1=CC=C(C=C1)C=C1CN(CC1)CCC(F)F)C=CC(=C2)C(=O)OC Methyl (Z)-8-bromo-9-(4-((1-(3,3-difluoropropyl)pyrrolidin-3-ylidene)methyl)phenyl)-6,7-dihydro-5H-benzo[7]annulene-3-carboxylate